2-(3-(3-bromophenyl)thietane-3-carbonyl)-N-methylhydrazine-1-thiocarboxamide BrC=1C=C(C=CC1)C1(CSC1)C(=O)NNC(NC)=S